(Z)-1-(4-((6-((3R,4R)-4-(3,4-dihydroisoquinolin-2(1H)-yl)-3-Hydroxypiperidine-1-carbonyl)pyrimidin-4-yl)amino)-3-azabicyclo[3.1.1]hept-3-yl)-2-(methoxyimino)propan-1-one C1N(CCC2=CC=CC=C12)[C@H]1[C@@H](CN(CC1)C(=O)C1=CC(=NC=N1)NC1N(CC2CC1C2)C(\C(\C)=N/OC)=O)O